C1(CC1)C1=NC=NC(=C1C=1N=CC2=C(N1)N(C(C=C2)=O)CC21CCC(CC2)(CC1)C=1N(C=C(N1)C(F)(F)F)C(C)C)OC 2-(4-cyclopropyl-6-methoxypyrimidin-5-yl)-8-((4-(1-isopropyl-4-(trifluoromethyl)-1H-imidazol-2-yl)bicyclo[2.2.2]oct-1-yl)methyl)pyrido[2,3-d]pyrimidin-7(8H)-one